N1=CC(=CC2=CC=CC=C12)C=1C=C(SC1)C(=O)N 4-(quinoline-3-yl)thiophene-2-formamide